triacontyl laurate C(CCCCCCCCCCC)(=O)OCCCCCCCCCCCCCCCCCCCCCCCCCCCCCC